1-ethyl-1-(2-hydroxyethyl)piperidin-1-ium C(C)[N+]1(CCCCC1)CCO